NC1=C(C(=O)[O-])C=C(N=C1C)C 3-amino-2,6-dimethylisonicotinate